(R)-6-(3-methylmorpholino)-N-(2-morpholinoethyl)-2-(1H-pyrrolo[2,3-b]pyridin-4-yl)pyrimidin-4-amine C[C@@H]1COCCN1C1=CC(=NC(=N1)C1=C2C(=NC=C1)NC=C2)NCCN2CCOCC2